N-Methyl-N-(2-((3-(1-methyl-2,3-dihydro-1H-pyrrolo[2,3-c]pyridin-5-yl)-1,2,4-thiadiazol-5-yl)amino)pyridin-3-yl)acetamide CN(C(C)=O)C=1C(=NC=CC1)NC1=NC(=NS1)C=1C=C2C(=CN1)N(CC2)C